O1C(OCC1)C1CCC(CC1)O 4-(1,3-dioxolan-2-yl)cyclohexane-1-ol